CC1=NC2=C(C(NC=C2)=O)N1 2-methyl-3,5-dihydro-4H-imidazo[4,5-c]pyridin-4-one